5-Amino-1-(propan-2-yl)-3-[4-([[3-(trifluoromethyl)phenyl]carbamoyl]methyl)phenyl]-1H-pyrazole-4-carboxamide NC1=C(C(=NN1C(C)C)C1=CC=C(C=C1)CC(NC1=CC(=CC=C1)C(F)(F)F)=O)C(=O)N